(R)-2-[tert-butoxycarbonyl-(methoxycarbonyl)amino]-3-methylbutyric acid C(C)(C)(C)OC(=O)N([C@@H](C(=O)O)C(C)C)C(=O)OC